CCC(CC[C@@H](/C=C/[C@@H]1[C@H]([C@@H]2C[C@@H](O2)O1)C/C=C\\CCCC(=O)[O-])O)O The molecule is a thromboxane anion that is the conjugate base of 18-hydroxythromboxane A2, obtained by deprotonation of the carboxy group; major species at pH 7.3. It derives from a thromboxane A2(1-). It is a conjugate base of a 18-hydroxythromboxane A2.